propanoic acid heptyl ester C(CCCCCC)OC(CC)=O